(S)-2-methyl-N-((S)-1-(3-phenoxyphenyl)pent-4-en-1-yl)propane-2-sulfinamide CC(C)(C)[S@](=O)N[C@@H](CCC=C)C1=CC(=CC=C1)OC1=CC=CC=C1